ClC1=CC=C2C(=CC=NC2=C1)I 7-chloro-4-iodoquinoline